CC1N(CCC=2C1=NNC2OS(=O)(=O)C(F)(F)F)C(=O)OC(C)(C)C tert-butyl 7-methyl-3-(((trifluoromethyl) sulfonyl) oxy)-2,4,5,7-tetrahydro-6H-pyrazolo[3,4-C]pyridine-6-carboxylate